6-Chloro-N-ethoxy-4-((3-(5-fluoropyridin-2-yl)-2-methoxyphenyl)amino)nicotinamide ClC1=NC=C(C(=O)NOCC)C(=C1)NC1=C(C(=CC=C1)C1=NC=C(C=C1)F)OC